N1(CCNCC1)C1=CC=C(C=2N=CC=NC12)C(=O)N 8-(piperazin-1-yl)quinoxaline-5-carboxamide